C(C)(=O)NC1=CC=C(C=C1)C(NC(=O)C=1C(NC(=CC1)C(F)(F)F)=O)C1=CC=CC=C1 N-((4-acetamidophenyl)(phenyl)methyl)-2-oxo-6-(trifluoromethyl)-1,2-dihydropyridine-3-carboxamide